[Te].[Pb].[La] lanthanum-lead-tellurium